C(=CCCCCCCCCCCCCCCCC)N1C(=C(C(C=C1)=O)OC1OCCCC1)CC N-octadecenyl-2-ethyl-3-tetrahydropyranyloxypyridin-4-one